FC1=C(C=CC=C1F)C1CCC2OC3(C(N21)=O)CCN(CC3)C3=CC=NC=2N3N=CC2 5'-(2,3-difluorophenyl)-1-(pyrazolo[1,5-a]pyrimidin-7-yl)tetrahydro-3'H-spiro[piperidine-4,2'-pyrrolo[2,1-b][1,3]oxazol]-3'-one